8-ethoxy-N-(1-(methylsulfonyl)piperidin-4-yl)-7-(1H-pyrazol-4-yl)-[1,2,4]triazolo[1,5-a]pyridin-2-amine C(C)OC=1C=2N(C=CC1C=1C=NNC1)N=C(N2)NC2CCN(CC2)S(=O)(=O)C